divinyl-benzyl-fluorene C(=C)C=1C(=C(C=2CC3=CC=CC=C3C2C1)CC1=CC=CC=C1)C=C